[N+](=O)([O-])C=1C=C2C(=CC(=NC2=CC1)C1=CN=CS1)OC(CO)C 2-((6-nitro-2-(thiazol-5-yl)quinolin-4-yl)oxy)propan-1-ol